Isopropyl 2-((4-((R)-4-(3-chlorophenyl)-3-methylpiperazine-1-carbonyl)-2-nitrophenyl)sulfinyl)acetate ClC=1C=C(C=CC1)N1[C@@H](CN(CC1)C(=O)C1=CC(=C(C=C1)S(=O)CC(=O)OC(C)C)[N+](=O)[O-])C